(2R,3R,5S)-4-[[3-(2,4-Difluoro-3-methyl-phenyl)-5-methyl-5-(trifluoromethyl)tetrahydrofuran-2-carbonyl]amino]pyridin-2-carboxamid FC1=C(C=CC(=C1C)F)[C@@H]1[C@@H](O[C@@](C1)(C(F)(F)F)C)C(=O)NC1=CC(=NC=C1)C(=O)N